C(C)N1OC(C2=C1C=CC=C2)N2C(C(C1=CC=CC=C21)=O)=O 1-(1-ethyl-1,3-dihydrobenzo[c]isoxazol-3-yl)indoline-2,3-dione